elaidylamine C(CCCCCCC\C=C\CCCCCCCC)N